N-((1s,4s)-4-((5-(1-(2,2-difluoroethyl)-4-fluoro-1H-benzo[d][1,2,3]triazol-6-yl)-4-methoxypyrrolo[2,1-f][1,2,4]triazin-2-yl)amino)cyclohexyl)acetamide FC(CN1N=NC2=C1C=C(C=C2F)C=2C=CN1N=C(N=C(C12)OC)NC1CCC(CC1)NC(C)=O)F